FCC12CC(C1)(C2)CNCC=2NC1=CC(=CC=C1C2)CNC(=O)C=2N=C1N(C(C2)=O)C=CC=C1 N-({2-[({[3-(fluoromethyl)bicyclo[1.1.1]pentan-1-yl]methyl}amino)methyl]-1H-indol-6-yl}methyl)-4-oxo-4H-pyrido[1,2-a]pyrimidine-2-carboxamide